C(CCCCCCCCC)OC(C(C)(C)N)=O aminoisobutyric acid n-decyl ester